N-[4-[3-[4-[(4-Hydroxy-2-oxo-3H-1,3-thiazol-5-yl)methyl]phenyl]-3-oxoprop-1-enyl]phenyl]acetamide OC=1NC(SC1CC1=CC=C(C=C1)C(C=CC1=CC=C(C=C1)NC(C)=O)=O)=O